C(C1=CC=CC=C1)OC1=C(C(=C(C(=O)OC2=C(C(=C(C(=O)O)C(=C2C)C)C)CC)C(=C1)C)C)C=C 4-((4-(benzyloxy)-2,6-dimethyl-3-vinylbenzoyl)oxy)-3-ethyl-2,5,6-trimethylbenzoic acid